NC1=C2C(=NN1CC(=O)N1C[C@@]3(CC1)C1=C(NC(O3)=O)C=CC(=C1F)Cl)C1=CC=CC=C1C2 (R)-1'-(2-(3-Aminoindeno[1,2-c]pyrazol-2(4H)-yl)acetyl)-6-chloro-5-fluorospiro[benzo[d][1,3]oxazine-4,3'-pyrrolidin]-2(1H)-one